3-[(2R,5S)-5-(aminomethyl)-3-oxo-1,4-thiazepan-2-yl]-N-phenyl-benzamide NC[C@H]1NC([C@H](SCC1)C=1C=C(C(=O)NC2=CC=CC=C2)C=CC1)=O